3-[(1R)-1-(4-ethyl-2-imino-4-methyl-6-oxo-hexahydropyrimidin-1-yl)-3-methoxy-propyl]-N-[(1R,2S)-2-hydroxy-2-methyl-indan-1-yl]benzamide C(C)C1(NC(N(C(C1)=O)[C@H](CCOC)C=1C=C(C(=O)N[C@H]2[C@@](CC3=CC=CC=C23)(C)O)C=CC1)=N)C